lithium-lutetium fluoride [F-].[Lu+3].[Li+].[F-].[F-].[F-]